SCCCN(CCCOC1=C(C=C2C=CC=NC2=C1)OC)C 7-(3-((3-mercaptopropyl)(methyl)amino)propoxy)-6-methoxyquinoline